C(C1=CC=CC=C1)(=O)C1=CC=C(C=C1)C=C(C(=O)O)C.C(C(=C)C)(=O)OC1=CC=C(C=C1)C(C1=CC=CC=C1)=O 4-benzoylphenyl methacrylate (4-benzoylphenyl methacrylate)